N-(4-fluorobenzyl)hydroxylamine hydrochloride Cl.FC1=CC=C(CNO)C=C1